OC1=CC=C(C=C1)C(C)(CC)C1=CC=C(C=C1)O 2,2-bis(4'-hydroxyphenyl)butane